[Mg].[Ca].O water calcium magnesium salt